hydroxypropyl-sodium OCCC[Na]